C1(CC1)NC(=O)C1=CN=C2N1N=C(C=C2N(C)CC2=CC=C(C=C2)OC)N2CCC1=C(C=CC=C21)C=O N-cyclopropyl-6-(4-formyl-2,3-dihydroindol-1-yl)-8-{[(4-methoxyphenyl)methyl](methyl)amino}imidazo[1,2-b]pyridazine-3-carboxamide